ClC1=C(C=C(C=C1)F)[C@H]1NC(C2=CC(=CC(=C12)NC(C1=CC(=CC(=C1)C(F)(F)F)F)=O)C=1C=NN(C1)C(F)F)=O (S)-N-(3-(2-chloro-5-fluorophenyl)-6-(1-(difluoromethyl)-1H-pyrazol-4-yl)-1-oxoisoindolin-4-yl)-3-fluoro-5-(trifluoromethyl)benzamide